1-(4-chlorobenzyl)-3-(6-((4-cyano-1H-pyrazol-1-yl)methyl)spiro[3.3]hept-2-yl)urea ClC1=CC=C(CNC(=O)NC2CC3(C2)CC(C3)CN3N=CC(=C3)C#N)C=C1